7-amino-2-methyl-5-(methyl-sulfonyl)-3-propylpyrazolo[1,5-a]pyrimidine-6-carbonitrile NC1=C(C(=NC=2N1N=C(C2CCC)C)S(=O)(=O)C)C#N